tert-Butyl ((2-(2-chloro-4-fluorobenzoyl)cyclopropyl)methyl)carbamate ClC1=C(C(=O)C2C(C2)CNC(OC(C)(C)C)=O)C=CC(=C1)F